NC1=NC=CC=C1C1=NC=2C(=NC(=CC2)C=2NC(C=CC2)=O)N1C1=CC=C(CN2CCN(CC2)C(=O)C=2C=CC(=C(C=O)C2)O)C=C1 5-(4-(4-(2-(2-aminopyridin-3-yl)-5-(6-oxo-1,6-dihydropyridin-2-yl)-3H-imidazo[4,5-b]pyridin-3-yl)benzyl)piperazine-1-carbonyl)-2-hydroxybenzaldehyde